tert-Butyl (2R,6S)-2-((R)-(3-fluorophenyl)(hydroxy)methyl)-6-propylpiperidine-1-carboxylate FC=1C=C(C=CC1)[C@H]([C@@H]1N([C@H](CCC1)CCC)C(=O)OC(C)(C)C)O